4-((2-nitrobenzyl)oxy)-5,8-dihydropyrido[3,4-d]pyrimidine-7(6H)-carboxylate [N+](=O)([O-])C1=C(COC=2C3=C(N=CN2)CN(CC3)C(=O)[O-])C=CC=C1